6-Amino-3-((1R,4R)-4'-chloro-4-(2-hydroxypropan-2-yl)-1',2'-dihydrospiro[cyclohexane-1,3'-pyrrolo[2,3-b]pyridin]-5'-yl)-2-fluoro-N,N-dimethylbenzamide NC1=CC=C(C(=C1C(=O)N(C)C)F)C=1C(=C2C(=NC1)NCC21CCC(CC1)C(C)(C)O)Cl